trimethylpyrrolidin CC1(N(CCC1)C)C